tert-butyl (R)-(1-(6-bromo-4-formylpyridin-3-yl)piperidin-3-yl)carbamate BrC1=CC(=C(C=N1)N1C[C@@H](CCC1)NC(OC(C)(C)C)=O)C=O